4-bromo-10-chloro-2H-[1,2,4]triazino[4,5-a]indol-1-one BrC1=NNC(C=2N1C=1C=CC=CC1C2Cl)=O